6-(((1S,2S,4S)-4-(3,4-dichloro-phenyl)-2-(dimethylamino)-cyclohexyl)oxy)-2-methyl-N-(pyrimidin-4-yl)pyridine-3-sulfonamide ClC=1C=C(C=CC1Cl)[C@@H]1C[C@@H]([C@H](CC1)OC1=CC=C(C(=N1)C)S(=O)(=O)NC1=NC=NC=C1)N(C)C